Bis(2-aminophenyl) disulfide NC1=C(C=CC=C1)SSC1=C(C=CC=C1)N